OC=1C=C(C=CC1)C=CC=CC(=O)N1CCCCC1 5-(3-hydroxyphenyl)-1-(piperidin-1-yl)pentan-2,4-dien-1-one